6-[4-[(5-fluoro-3-pyridinyl)sulfonyl]-2-(trifluoromethyl)piperazin-1-yl]-4-[(3R)-3-methylmorpholin-4-yl]-1H-pyridin-2-one FC=1C=C(C=NC1)S(=O)(=O)N1CC(N(CC1)C1=CC(=CC(N1)=O)N1[C@@H](COCC1)C)C(F)(F)F